cyclopentane-1,2-Diol C1(C(CCC1)O)O